C(C)(C)(C)OC(=O)C1(SCCN1)C(=O)O (tert-butoxycarbonyl)thiazolidine-2-carboxylic acid